CONC(=N)C1=CC=C(C(=O)O)C=C1 4-(N-methoxycarbamimidoyl)benzoic acid